N-(2-methoxyethyl)-2-methylsulfinyl-5-(trifluoromethyl)pyrimidin-4-amine COCCNC1=NC(=NC=C1C(F)(F)F)S(=O)C